tert-Butyl N-(2-methoxycyclopentyl)carbamate COC1C(CCC1)NC(OC(C)(C)C)=O